[Si](C)(C)(C(C)(C)C)OC(C1=NN2C(C(=NC(=C2)C=2C(=C(C#N)C=CC2)F)NCC2=CC=C(C=C2)OC)=N1)C1=C(C=CC=C1C=C)F 3-(2-((tert-butyldimethylsilyloxy)(2-fluoro-6-vinylphenyl)methyl)-8-(4-methoxybenzylamino)-[1,2,4]triazolo[1,5-a]pyrazin-6-yl)-2-fluorobenzonitrile